(S)-(5-(1-methylcyclopropyl)-1,3,4-oxadiazol-2-yl)(4-(7-methylpyrazolo[1,5-a]pyridin-2-yl)-6,7-dihydro-1H-imidazo[4,5-c]pyridin-5(4H)-yl)methanone CC1(CC1)C1=NN=C(O1)C(=O)N1[C@@H](C2=C(CC1)NC=N2)C2=NN1C(C=CC=C1C)=C2